NC=1C=2N(C=CN1)C(=NC2C)[C@@H](C)C=2C(=C(C(=O)NCC1(CC1)O)C(=C(C2)Cl)F)OC(C)C (S)-3-(1-(8-amino-1-methylimidazo[1,5-a]pyrazin-3-yl)ethyl)-5-chloro-6-fluoro-N-((1-hydroxycyclopropyl)methyl)-2-isopropoxybenzamide